3-(4-(7-((4-((5-chloro-4-((2-(isopropylsulfonyl)phenyl)amino)pyrimidin-2-yl)amino)-5-methoxy-2-methylphenethyl)amino)hept-1-yn-1-yl)-1-oxoisoindolin-2-yl)piperidine-2,6-dione ClC=1C(=NC(=NC1)NC1=CC(=C(CCNCCCCCC#CC2=C3CN(C(C3=CC=C2)=O)C2C(NC(CC2)=O)=O)C=C1OC)C)NC1=C(C=CC=C1)S(=O)(=O)C(C)C